2-Phenyl-N-(4-(3-(pyridin-2-yl)-1H-pyrrolo[3,2-b]pyridin-2-yl)pyridin-2-yl)acetamid C1(=CC=CC=C1)CC(=O)NC1=NC=CC(=C1)C1=C(C2=NC=CC=C2N1)C1=NC=CC=C1